(((8,8-dimethyl-1,4-dioxaspiro[4.5]decan-7-yl)methyl)amino)-4-nitrobenzonitrile CC1(C(CC2(OCCO2)CC1)CNC1=C(C#N)C=CC(=C1)[N+](=O)[O-])C